2-[(9S)-7-(4-chlorophenyl)-4,5,13-trimethyl-3-thia-1,8,11,12-tetraazatricyclo[8.3.0.02,6]trideca-2(6),4,7,10,12-pentaen-9-yl]acetamide ClC1=CC=C(C=C1)C=1C=2C(=C(SC2N2C(=NN=C2[C@@H](N1)CC(=O)N)C)C)C